CN(C)CNC1=C(C(=O)OC)C=CC(=C1)OC methyl (E)-2-((dimethylamino) methylamino)-4-methoxybenzoate